C(C1=CC=CC=C1)(C1=CC=CC=C1)N1CC(C1)=C(CN1C(C2=CC=CC=C2C1=O)=O)C(C)C 2-(2-(1-benzhydryl-azetidin-3-ylidene)3-methylbutyl)isoindoline-1,3-dione